C1(=CC=CC=C1)N1C(=NC(=C1)C(=O)N1C(C(NCC1)=O)(C)C)C1=CC=CC=C1 4-(1,2-diphenyl-1H-imidazole-4-carbonyl)-3,3-dimethylpiperazin-2-one